2-Benzyloxy-4-[[2-[(tert-butyldiphenylsilyl)oxy]ethyl](methyl)amino]benzaldehyde C(C1=CC=CC=C1)OC1=C(C=O)C=CC(=C1)N(C)CCO[Si](C1=CC=CC=C1)(C1=CC=CC=C1)C(C)(C)C